4-(methoxymethyl)aniline COCC1=CC=C(N)C=C1